OC=1C2=C(N=C(N1)NC(OC)=O)C=NN2CC2=C(C=C(C=C2)CNC2CCOCC2)OC methyl (7-hydroxy-1-(2-methoxy-4-(((tetrahydro-2H-pyran-4-yl)amino)methyl)benzyl)-1H-pyrazolo[4,3-d]pyrimidin-5-yl)carbamate